C(C=C)(=O)OCCCN(C)C 3-(dimethylamino)propyl acrylate